1-vinyl-3-ethylimidazole bis(trifluoromethanesulfonyl)imide salt [N-](S(=O)(=O)C(F)(F)F)S(=O)(=O)C(F)(F)F.C(=C)N1CN(C=C1)CC